Cl.CN(C=NC1=C(C=C(C=C1)Cl)C)C N,N-dimethyl-N'-(2-methyl-4-chlorophenyl)formamidine hydrochloride